C1(C=CC(N1C=1C=C(OC2=CC=C(C=C2)SC2=CC=C(C=C2)OC2=CC(=CC=C2)N2C(C=CC2=O)=O)C=CC1)=O)=O bis[4-(3-maleimidophenoxy)phenyl]sulfide